2-[3-(6-methyl-2-pyridyl)-1H-pyrazol-4-yl]-7-[1-(3-pyridylmethyl)triazol-4-yl]-1,5-naphthyridine CC1=CC=CC(=N1)C1=NNC=C1C1=NC2=CC(=CN=C2C=C1)C=1N=NN(C1)CC=1C=NC=CC1